1-[(6-{3-azabicyclo[3.1.0]hex-3-yl}-2-(1-hydroxy-propen-2-yl)pyridin-3-yl)methyl]-1H-pyrazole-4-carboxylic acid ethyl ester C(C)OC(=O)C=1C=NN(C1)CC=1C(=NC(=CC1)N1CC2CC2C1)C(=CO)C